BrC=1N=C(C=C2C1OC(=CC2=O)SCC)C 8-bromo-2-(ethylsulfanyl)-6-methyl-4H-pyrano[2,3-c]pyridin-4-one